FC(C1=CN=C2C(=N1)N=C1N2CCN=C1)(F)F 3-(trifluoromethyl)-8,9-dihydroimidazo[1,2-a:4,5-b']dipyrazin